COC1=NN(C2=C3C(=C(C=C12)OC)C=CC=C3)C3=CC=C(C=C3)C(F)(F)F 3,5-dimethoxy-1-(4-(trifluoromethyl)phenyl)-1H-benzo[g]indazole